CC(C(=O)C1=CC(=C(C(=C1)OC)OC)OC)=CC1=NNC=C1 2-methyl-3-(1H-pyrazol-3-yl)-1-(3,4,5-trimethoxyphenyl)propan-2-en-1-one